(2S,3R,4S,5R)-2-(4-amino-5-iodopyrrolo[2,1-f][1,2,4]triazin-7-yl)-5-((2-(cyclobutylamino)quinolin-7-yloxy)methyl)tetrahydrofuran-3,4-diol NC1=NC=NN2C1=C(C=C2[C@@H]2O[C@@H]([C@H]([C@H]2O)O)COC2=CC=C1C=CC(=NC1=C2)NC2CCC2)I